ClC1=CC=C2C(=C(N(C2=C1C=1C(=NN(C1C)C)CO)C)C(=O)OC)CCCO methyl 6-chloro-7-(3-(hydroxymethyl)-1,5-dimethyl-1H-pyrazol-4-yl)-3-(3-hydroxypropyl)-1-methyl-1H-indole-2-carboxylate